(S,Z)-(2-(Hydroxymethyl)-4-(methoxyimino)pyrrolidin-1-yl)(2-methoxy-2',3'-dimethyl-[1,1'-biphenyl]-4-yl)methanone OC[C@H]1N(C\C(\C1)=N/OC)C(=O)C1=CC(=C(C=C1)C1=C(C(=CC=C1)C)C)OC